NC=1C=C2C(=NC1)N(C=C2Cl)C(=O)OC(C)(C)C tert-butyl 5-amino-3-chloro-1H-pyrrolo[2,3-b]pyridine-1-carboxylate